FC1=C(C=C(CNCC(=O)O)C=C1)C=1OC(=NN1)C=1C(=C(C=CC1)C1=CC=CC=C1)C (4-fluoro-3-(5-(2-methyl-[1,1'-biphenyl]-3-yl)-1,3,4-oxadiazol-2-yl)benzyl)glycine